FC1CC(N(C1)C(CN1C(CCC1)=O)=O)C(=O)NC(C1=CC=C(C=C1)C(C)C)C1=CC=CC=C1 4-fluoro-1-[2-(2-oxopyrrolidin-1-yl)acetyl]-N-{phenyl[4-(propan-2-yl)phenyl]methyl}pyrrolidine-2-carboxamide